ClC=1C(=C(C(=CC1N1CC(CC1)(C1N(CC1)C)OC)F)S(=O)(=O)N(C1=NC(=CC=C1)F)CC1=C(C=C(C=C1)OC)OC)F 3-chloro-N-[(2,4-dimethoxyphenyl)methyl]-2,6-difluoro-N-(6-fluoro-2-pyridyl)-4-[3-methoxy-3-(1-methylazetidin-2-yl)pyrrolidin-1-yl]benzenesulfonamide